N1N=CC(=C1)C1=CC=C(C=C1)N1CCC(CC1)CNC(CCCCCC1=CC=CC=C1)=O N-((1-(4-(1H-pyrazol-4-yl)phenyl)piperidin-4-yl)methyl)-6-phenylhexanamide